(1-((4-methoxy-4-(trifluoromethyl)piperidin-1-yl)methyl)cyclopropyl)methanol trifluoroacetate salt FC(C(=O)O)(F)F.COC1(CCN(CC1)CC1(CC1)CO)C(F)(F)F